6-(((1-methylpiperidin-3-yl)methyl)amino)-4-phenylisoindoline-2-carbonitrile CN1CC(CCC1)CNC1=CC(=C2CN(CC2=C1)C#N)C1=CC=CC=C1